(S)-N-((S)-2-(dimethylamino)-3-(4-hydroxyphenyl)propyl)-3-(thiophen-3-yl)-3-(1-(trifluoromethyl)cyclopropyl)propanamide CN([C@H](CNC(C[C@@H](C1(CC1)C(F)(F)F)C1=CSC=C1)=O)CC1=CC=C(C=C1)O)C